2-[[2-(4-pyridinyl)-2,6-diazaspiro[3.3]heptane-6-yl]methyl]-1H-indole N1=CC=C(C=C1)N1CC2(C1)CN(C2)CC=2NC1=CC=CC=C1C2